((2S,3S)-3-amino-2-((2-fluoro[biphenyl]-3-yl)methyl)pyrrolidin-1-yl)(azetidin-1-yl)methanone N[C@@H]1[C@@H](N(CC1)C(=O)N1CCC1)CC=1C(=C(C=CC1)C1=CC=CC=C1)F